C(C1=CC=CC=C1)O[C@H]1[C@@H](C(O[C@@H]1COCC1=CC=CC=C1)C1=CN=C2C(=NC(=NN21)Cl)NC2CCCC2)F 7-((3R,4R,5R)-4-(benzyloxy)-5-((benzyloxy)methyl)-3-fluorotetrahydrofuran-2-yl)-2-chloro-N-cyclopentylimidazo[2,1-f][1,2,4]triazin-4-amine